N-(cyclopropylmethyl)-6-[2-(hexahydro-1H-pyrrolizin-3-yl)ethoxy]-7-methoxy-1H,2H,3H-cyclopenta[b]quinolin-9-amine C1(CC1)CNC1=C2C(=NC=3C=C(C(=CC13)OC)OCCC1CCC3CCCN13)CCC2